OC1C(CN(C1)C(=O)OC(C)(C)C)C(=O)OCC 1-(tert-butyl) 3-ethyl 4-hydroxypyrrolidine-1,3-dicarboxylate